COC1=CC=C(C=N1)CN1C[C@H]([C@H](C1)C)N1N=CC2=C1N=CNC2=O (3S,4S)-1-[(6-methoxypyridin-3-yl)methyl]-4-methylpyrrolidin-3-yl-1,5-dihydro-4H-pyrazolo[3,4-d]pyrimidin-4-one